C(C)(C)(C)OOC1=C(C(=C(C=C1)C(C)C)C(C)C)OOC(C)(C)C bis(tert-butyl-peroxy)diisopropylbenzene